Methyl 6-chloro-5-(difluoromethyl)-3-fluoro-pyrazine-2-carboxylate ClC1=C(N=C(C(=N1)C(=O)OC)F)C(F)F